2-epoxycyclopentene cis-tert-butyl-(3-(((6-(isoindolin-2-ylmethyl)-4-oxo-4H-pyran-3-yl)oxy)methyl)cyclopentyl)carbamate C(C)(C)(C)N(C(O)=O)[C@@H]1C[C@@H](CC1)COC1=COC(=CC1=O)CN1CC2=CC=CC=C2C1.C12C(=CCC1)O2